(2S)-2-((2-((1-methoxy-3,3-dimethyl-1,3-dihydroisobenzofuran-5-yl)amino)-5-(1,2,4-oxadiazol-5-yl)pyrimidin-4-yl)amino)-2-phenylethan-1-ol COC1OC(C2=CC(=CC=C12)NC1=NC=C(C(=N1)N[C@H](CO)C1=CC=CC=C1)C1=NC=NO1)(C)C